S1C=CC2=C1C=C1C(=C2)C=2C(=CC3=C(C=CS3)C2)S1 thieno[3,2-f:4,5-f']bis[1]benzothiophene